C1(CC1)CNC(=O)C=1N=NN(C1)CCCCC1=NN=C(S1)C(=O)NCC=1C=NC(=CC1)C 5-(4-{4-[(cyclopropylmethyl)carbamoyl]-1H-1,2,3-triazol-1-yl}butyl)-N-[(6-methylpyridin-3-yl)methyl]-1,3,4-thiadiazole-2-carboxamide